N-dodecyl-N,N-bis(2-hydroxyethyl)benzylammonium C(CCCCCCCCCCC)[N+](CCO)(CCO)CC1=CC=CC=C1